C1=C(C=CC2=CC(=CC=C12)P(O)(=O)O)P(O)(=O)O 2,6-naphthalenediphosphonic acid